4-((1-acryloylpiperidin-4-yl)oxy)-N-(4-(4-morpholino-7H-pyrrolo[2,3-d]pyrimidin-6-yl)phenyl)picolinamide C(C=C)(=O)N1CCC(CC1)OC1=CC(=NC=C1)C(=O)NC1=CC=C(C=C1)C1=CC2=C(N=CN=C2N2CCOCC2)N1